BrC=1C=CC(=C(C1)S(=O)(=O)Cl)C(F)(F)F 5-bromo-2-(trifluoromethyl)benzenesulfonyl chloride